O[C@]1(CN(CC1)C(=O)[C@H]1CCCC=2N1C(N(N2)CC2=CC=C(C=C2)C)=O)C(F)(F)F |r| (5RS)-5-{[(3RS)-3-Hydroxy-3-(trifluoromethyl)pyrrolidin-1-yl]carbonyl}-2-(4-methylbenzyl)-5,6,7,8-tetrahydro[1,2,4]triazolo[4,3-a]pyridin-3(2H)-one